FC=1C=C2C(=CC=NC2=CC1)N1CCC(CC1)CNCCN1CCCCC1 [1-(6-Fluoro-quinolin-4-yl)-piperidin-4-ylmethyl]-(2-piperidin-1-yl-ethyl)-amine